6-[1-[1-(2-hydroxyethyl)-4-piperidyl]pyrazol-4-yl]-4-(2-pyridylsulfanyl)pyrazolo[1,5-a]pyridine-3-carbonitrile OCCN1CCC(CC1)N1N=CC(=C1)C=1C=C(C=2N(C1)N=CC2C#N)SC2=NC=CC=C2